(2r,6r)-6-((benzyloxy)methyl)-2-methylmorpholin-3-one C(C1=CC=CC=C1)OC[C@@H]1O[C@@H](C(NC1)=O)C